3-(2-(6-((tetrahydro-2H-pyran-4-yl)methyl)-5,6,7,8-tetrahydro-[1,3]dioxazolo[4,5-g]isoquinolin-5-yl)ethyl)-1H-indol-5-ol O1CCC(CC1)CN1C(C=2C=C3C(=CC2CC1)ONO3)CCC3=CNC1=CC=C(C=C31)O